2-(2-methoxyethoxy)ethanol sodium salt [Na].COCCOCCO